C(C)(C)C1=CC=C(C=C1)C=1N=C2N(C=CC=N2)C1CN1CC2COCC(C1)N2C=O (7-{[2-(4-isopropylphenyl)imidazo[1,2-a]pyrimidin-3-yl]methyl}-3-oxa-7,9-diazabicyclo[3.3.1]non-9-yl)methanone